C1(=CC=C(C=C1)C(CC(=C)N=[N+]=[N-])(O)C=1SC2=C(N1)C=CC=C2)C2=CC=CC=C2 1-([1,1'-biphenyl]-4-yl)-3-azido-1-(benzothiazol-2-yl)but-3-en-1-ol